(S)-2-chloro-N1-(4-chloro-3-(pyridin-2-yl)phenyl)-N-(2-hydroxy-1-phenylethyl)terephthalamide ClC1=C(C(=O)N([C@H](CO)C2=CC=CC=C2)C2=CC(=C(C=C2)Cl)C2=NC=CC=C2)C=CC(=C1)C(=O)N